C(C1=CC=CC=C1)(=O)NC=1C=2N=CN([C@H]3C[C@H](O)[C@@H](COOC(C4=CCC(C=C4)(OC)OC)(C4=CC=CC=C4)C4=CC=CC=C4)O3)C2N=CN1 N6-benzoyl-5'-O-(4,4-dimethoxytrityloxy)-2'-deoxyadenosine